C1(CC1)[C@H](CO)NC(=O)C1=NC=C(C(=N1)C1=NN(C=C1)C)OC1=CC=C(C=C1)C(F)(F)F N-[(1R)-1-cyclopropyl-2-hydroxyethyl]-4-(1-methyl-1H-pyrazol-3-yl)-5-[4-(trifluoromethyl)phenoxy]pyrimidine-2-carboxamide